FC(C1=CC=C(C=C1)C1=CC=CC=N1)(F)F 6-(4-trifluoromethylphenyl)pyridine